(S)-2-(2-chloro-6-fluorobenzoylamino)-3-(4-(5,6-dichloro-3-methyl-2-oxo-2,3-dihydro-1H-benzo[d]imidazol-1-yl)phenyl)propionic acid ClC1=C(C(=O)N[C@H](C(=O)O)CC2=CC=C(C=C2)N2C(N(C3=C2C=C(C(=C3)Cl)Cl)C)=O)C(=CC=C1)F